O1-Methyl-Glucose CO[C@H]1[C@@H]([C@H]([C@@H]([C@H](O1)CO)O)O)O